C1N(CCN2C1=CC=1C=CC=CC21)CC(CNC(=O)C2=NC=NC=C2)O N-(3-(3,4-dihydropyrazino[1,2-a]indol-2(1H)-yl)-2-hydroxypropyl)pyrimidine-4-carboxamide